niobium sodium bismuth iron [Fe].[Bi].[Na].[Nb]